(racemic)-methyl (1S,3R,4R)-3,4-diazidocyclohexanecarboxylate N(=[N+]=[N-])[C@@H]1C[C@H](CC[C@H]1N=[N+]=[N-])C(=O)OC |r|